(R)-1-methyl-5-phenyl-6-((1-phenylethyl)thio)-1H-pyrazolo[3,4-d]pyrimidin-4(5H)-one CN1N=CC2=C1N=C(N(C2=O)C2=CC=CC=C2)S[C@H](C)C2=CC=CC=C2